(R)-5-oxotetrahydrofuran-2-carbonyl chloride O=C1CC[C@@H](O1)C(=O)Cl